(4-carboxyl-1,2-phenylene)bis(phenylsulfane) C(=O)(O)C1=CC(=C(C=C1)SC1=CC=CC=C1)SC1=CC=CC=C1